2,6-dimethyl-3-nitropyridin-4-ol CC1=NC(=CC(=C1[N+](=O)[O-])O)C